(Z)-2-(5-fluoro-1-(4-hydroxy-3,5-dimethoxybenzylidene)-2-methyl-1H-inden-3-yl)-N-((1-methyl-1H-pyrrol-2-yl)methyl)acetamide FC=1C=C2C(=C(/C(/C2=CC1)=C/C1=CC(=C(C(=C1)OC)O)OC)C)CC(=O)NCC=1N(C=CC1)C